benzyl menthylacrylate C1(CC(C(CC1)C(C)C)C(C(=O)OCC1=CC=CC=C1)=C)C